ClC1=CC(=NC(=N1)C1=CC=CC=C1)C=1C=C(C=CC1)N1C2=CC=CC=C2C=2C=CC=CC12 9-(3-(6-chloro-2-phenylpyrimidin-4-yl)phenyl)-9H-carbazole